tert-butyl 4-[8-({8-fluoroimidazo[1,2-a]pyridin-6-yl} carbamoyl) quinoxalin-5-yl]-2,2-dimethylpiperazine-1-carboxylate FC=1C=2N(C=C(C1)NC(=O)C=1C=CC(=C3N=CC=NC13)N1CC(N(CC1)C(=O)OC(C)(C)C)(C)C)C=CN2